1H-diazepine C1=CC=NNC=C1